O=C(CCOC[C@H](C1CCNCC1)NC1=C(C(NN=C1)=O)C(F)(F)F)N1CCN(CC1)C1=NC=C(C=N1)C(F)(F)F (S)-5-((2-(3-Oxo-3-(4-(5-(trifluoromethyl)pyrimidin-2-yl)piperazin-1-yl)propoxy)-1-(piperidin-4-yl)ethyl)amino)-4-(trifluoromethyl)pyridazin-3(2H)-one